4-((4-aminophenyl)diazenyl)benzenesulfonic acid NC1=CC=C(C=C1)N=NC1=CC=C(C=C1)S(=O)(=O)O